4-bromo-3-(difluoromethoxy)-1-methyl-1H-pyrazole BrC=1C(=NN(C1)C)OC(F)F